Cl.FC1=C(C=CC(=C1)N1CC2CNCC2C1)C=1N(N=C2C=C(C(=CC12)C(=O)N)OC)C (2-fluoro-4-(hexahydropyrrolo[3,4-c]pyrrol-2(1H)-yl)phenyl)-6-methoxy-2-methyl-2H-indazole-5-carboxamide hydrochloride